C(CCCCCCC)[C@@H]1[C@@H](C1)C(=O)O (-)-cis-(1R,2S)-2-octylcyclopropanecarboxylic acid